N-((1r,4r)-4-ethoxycyclohexyl)-4-(1H-imidazol-1-yl)pyrimidine-2-carboxamide C(C)OC1CCC(CC1)NC(=O)C1=NC=CC(=N1)N1C=NC=C1